N-nitroso-phenylnaphthylamine N(=O)N(C1=CC=CC2=CC=CC=C12)C1=CC=CC=C1